ClC=1C=CC(=NC1)NC1=NN(C2=C1C=NC(=C2)C(=O)N2CCOCCC2)CS(=O)(=O)C [3-(5-chloro-pyridin-2-ylamino)-1-methylsulfonylmethyl-1H-pyrazolo[4,3-c]pyridin-6-yl]-[1,4]oxaazepan-4-yl-methanone